17-Cyclopropylmethyl-3,14β-dihydroxy-4,5α-epoxy-6β-(indole-4-carboxamido)morphinan C1(CC1)CN1[C@H]2[C@@]3(CC[C@H]([C@H]4[C@@]3(C=3C(=C(C=CC3C2)O)O4)CC1)NC(=O)C=1C=4C=CNC4C=CC1)O